FC=1C=C(C=CC1)[C@H](CCONC(OC(C)(C)C)=O)O Tert-butyl (S)-(3-(3-fluorophenyl)-3-hydroxypropoxy)carbamate